C(=O)(OC(C)(C)C)NCC1=C(C(=O)O)C=CC=C1 (N-Boc-aminomethyl)benzoic acid